CN(S(=O)(=O)C1=NC=CC=C1)C=1C=CC=C2C=CC=NC12 N-methyl-N-(quinolin-8-yl)pyridine-2-sulfonamide